(1,3-dimethyl-butyl)-N'-phenyl-p-phenylenediamine CC(CC(C)C)N(C1=CC=C(C=C1)N)C1=CC=CC=C1